1-(4-amino-2-methoxyphenyl)-6-chloro-1H-pyrazolo[4,3-c]Pyridine-3-carboxylic acid ethyl ester C(C)OC(=O)C1=NN(C2=C1C=NC(=C2)Cl)C2=C(C=C(C=C2)N)OC